FC(CN1C=NC2=C1C=C(C=C2F)C=2C(=CN1N=C(N=C(C12)OC([2H])([2H])[2H])N[C@@H]1[C@H](CN(CC1)C1COC1)F)F)F 5-(1-(2,2-difluoroethyl)-4-fluoro-1H-benzo[d]imidazol-6-yl)-6-fluoro-N-((3S,4S)-3-fluoro-1-(oxetan-3-yl)piperidin-4-yl)-4-(methoxy-d3)pyrrolo[2,1-f][1,2,4]triazin-2-amine